C(C)(C)(C)OC(=O)N1C[C@H]([C@@H](C1)C1=CC=C(C=C1)C#N)C[B-](F)(F)F.[K+] |o1:9,10| racemic-potassium (((3S*,4R*)-1-(tert-butoxycarbonyl)-4-(4-cyanophenyl)pyrrolidin-3-yl)methyl)trifluoroborate